butylpyrrolidin-3-amine C(CCC)N1CC(CC1)N